BrC=1C=CC(=NC1)C(C(CN1N=CN=C1)(O)C1=C(C=C(C=C1)F)F)(F)F 1-(5-bromopyridin-2-yl)-2-(2,4-difluorophenyl)-1,1-difluoro-3-(1H-1,2,4-triazol-1-yl)propan-2-ol